3-((5-(bromomethyl)-6-fluoropyridin-3-yl)amino)piperidine-2,6-dione BrCC=1C=C(C=NC1F)NC1C(NC(CC1)=O)=O